tert-butyl (2S,4R)-2-(((R)-1-(2',6'-difluoro-[1,1'-biphenyl]-4-yl)-2-hydroxyethyl)carbamoyl)-4-hydroxypyrrolidine-1-carboxylate FC1=C(C(=CC=C1)F)C1=CC=C(C=C1)[C@H](CO)NC(=O)[C@H]1N(C[C@@H](C1)O)C(=O)OC(C)(C)C